CC(C(=O)O)C1=CC=C(C=C1)CC(C)C α-methyl-4-(isobutyl)phenylacetic acid